neopentyl glycol di(ethyl)decanoate C(C)C(C(=O)OCC(C)(CO)C)(CCCCCCCC)CC